4-(4-hydroxyphenyl)-4-aza-tricyclo[5.2.1.02,6]-8-decene-3-one OC1=CC=C(C=C1)N1C(C2C3C=CC(C2C1)C3)=O